(R)-2-(1,3-dioxoisoindolin-2-yl)-3-methoxypropanoic acid O=C1N(C(C2=CC=CC=C12)=O)[C@@H](C(=O)O)COC